N-(3-chloro-4-fluorophenyl)-6-[4-[(diethylamino)methyl]-1-piperidinyl]-pyrimido[5,4-d]pyrimidin-4-amine dihydrochloride Cl.Cl.ClC=1C=C(C=CC1F)NC=1C2=C(N=CN1)C=NC(=N2)N2CCC(CC2)CN(CC)CC